N'-carboxymethyl-4-guanidinobutyric acid C(=O)(O)CN=C(NCCCC(=O)O)N